3-(4-(2-bromoethoxy)phenoxy)-2-(2-(1,1-difluoroethyl)-4-fluorophenyl)benzo[b]thiophene-6-carbaldehyde BrCCOC1=CC=C(OC=2C3=C(SC2C2=C(C=C(C=C2)F)C(C)(F)F)C=C(C=C3)C=O)C=C1